N-((1s,3r,5R,7S)-3-((2-(5-fluoroisoindolin-2-yl)-2-oxoethyl)amino)adamantan-1-yl)-6-(thiophen-2-yl)nicotinamide hydrochloride Cl.FC=1C=C2CN(CC2=CC1)C(CNC12CC3(C[C@@H](C[C@H](C1)C3)C2)NC(C2=CN=C(C=C2)C=2SC=CC2)=O)=O